CC1=CC=C(C=C1)S(=O)(=O)[O-] p-toluenesulphonat